TOSYL-(3-NITROBENZYL) ISOCYANIDE S(=O)(=O)(C1=CC=C(C)C=C1)C(C1=CC(=CC=C1)[N+](=O)[O-])[N+]#[C-]